3-trifluoroacetamidopropyl 2-acetamido-3,6-di-O-acetyl-2-deoxy-4-O-(2,3,4-tri-O-acetyl-6-O-benzyl-β-D-galactopyranosyl)-β-D-glucopyranoside C(C)(=O)N[C@H]1[C@H](OCCCNC(C(F)(F)F)=O)O[C@@H]([C@H]([C@@H]1OC(C)=O)O[C@H]1[C@H](OC(C)=O)[C@@H](OC(C)=O)[C@@H](OC(C)=O)[C@H](O1)COCC1=CC=CC=C1)COC(C)=O